[K].B(F)(F)F boron trifluoride potassium salt